[(1S)-1-[[(1S)-1-cyano-2-[(3S)-2-oxopyrrolidin-3-yl]ethyl]carbamoyl]-3-methyl-butyl]carbamate C(#N)[C@H](C[C@H]1C(NCC1)=O)NC(=O)[C@H](CC(C)C)NC([O-])=O